FC(C1=NN=C(S1)C1=NC=C2N1C=C(C=C2N2C[C@@H](N([C@H](C2)C)C(=O)OC(C)(C)C)C)S(NC2(CC2)C)(=O)=O)F Tert-butyl (2S,6S)-4-(3-(5-(difluoromethyl)-1,3,4-thiadiazol-2-yl)-6-(N-(1-methylcyclopropyl) sulfamoyl)imidazo[1,5-a]pyridin-8-yl)-2,6-dimethylpiperazine-1-carboxylate